3-((3-exo)-3-((6-((5-methyl-1H-pyrazol-3-yl)amino)-1H-pyrrolo[3,2-c]pyridin-4-yl)amino)-8-azabicyclo[3.2.1]oct-8-yl)propionitrile CC1=CC(=NN1)NC1=CC2=C(C(=N1)NC1CC3CCC(C1)N3CCC#N)C=CN2